CC=1C=C(CN(C(C#N)C#N)C)C=CC1 2-(3-methylbenzyl-(methyl)amino)malononitrile